tert-Butyl 4-oxo-3-(phenylamino)-2-(pyridin-2-yl)-1,4,6,7-tetrahydro-5H-pyrrolo[3,2-c]pyridine-5-carboxylate O=C1N(CCC2=C1C(=C(N2)C2=NC=CC=C2)NC2=CC=CC=C2)C(=O)OC(C)(C)C